(3S)-3-(2-methoxyethoxy)piperidine trifluoroacetate FC(C(=O)O)(F)F.COCCO[C@@H]1CNCCC1